Methylenebis(diethylaniline) C(N(C1=C(C=CC=C1)CC)CC)N(C1=C(C=CC=C1)CC)CC